2-(1,1,7,7,7-Pentafluorohept-1-en-2-yl)naphthalene FC(=C(CCCCC(F)(F)F)C1=CC2=CC=CC=C2C=C1)F